NCCCNC([C@@H]([C@H](CO)CC1=CC(=C(C=C1)OC)OC)CC1=CC(=C(C=C1)O)OC)=O (2r,3r)-N-(3-aminopropyl)-3-(3,4-dimethoxybenzyl)-4-hydroxy-2-(4-hydroxy-3-methoxybenzyl)butanamide